FC=1C=C2C(=NC1)NC=C2C2=NC(=CC(=N2)N[C@@H]2[C@H](C1CCC2CC1)C(=O)O)C=1OC(=CC1)[N+](=O)[O-] (2S,3S)-3-((2-(5-fluoro-1H-pyrrolo[2,3-b]pyridin-3-yl)-6-(5-nitrofuran-2-yl)pyrimidin-4-yl)amino)bicyclo[2.2.2]octane-2-carboxylic acid